N[C@H]1CN(C[C@@H]1F)C(=O)C=1NC2=C(C(=C(C=C2C1)Cl)F)F ((3S,4S)-3-Amino-4-fluoropyrrolidin-1-yl)(5-chloro-6,7-difluoro-1H-indol-2-yl)methanone